C(C1=CC=CC=C1)OC1=C(C=CC=C1F)C1=CC(=CC=C1F)C[C@]1(C[C@H](CC1)NS(=O)(=O)C)C=1OC(=C(N1)C(=O)OCC)C ethyl 2-((1R,3S)-1-((2'-(benzyloxy)-3',6-difluoro-[1,1'-biphenyl]-3-yl)methyl)-3-(methylsulfonamido)cyclopentyl)-5-methyloxazole-4-carboxylate